racemic-2-(4-(4-chloro-2-fluorophenyl)-2,3,9-trimethyl-6H-thieno[3,2-f][1,2,4]triazolo[4,3-a][1,4]diazepin-6-yl)acetic acid ClC1=CC(=C(C=C1)C1=N[C@@H](C=2N(C3=C1C(=C(S3)C)C)C(=NN2)C)CC(=O)O)F |r|